FC=1C2=C([Se]C1C(CC1(CC1)C(=O)O)=O)C=C(C(=C2)OC)OC 1-(2-(3-fluoro-5,6-dimethoxybenzo[b]selenophen-2-yl)-2-oxoethyl)cyclopropane-1-carboxylic acid